C1(=CC=CC=C1)NC(=O)N1CCN(CC1)CC1=C(C=CC=C1)N1CCC(CC1)C N-phenyl-4-(2-(4-methylpiperidin-1-yl)benzyl)piperazine-1-carboxamide